trityl-L-histidyl-L-phenylalanyl-L-tyrosine C(C1=CC=CC=C1)(C1=CC=CC=C1)(C1=CC=CC=C1)N[C@@H](CC1=CNC=N1)C(=O)N[C@@H](CC1=CC=CC=C1)C(=O)N[C@@H](CC1=CC=C(C=C1)O)C(=O)O